N-ethyl-4-amino-3,3-dimethyl-butyldimethoxysilane C(C)NCC(CC[SiH](OC)OC)(C)C